C1=CC=CC=2C3=CC=CC=C3C(C12)COC(=O)N(C1(CCC1)C(=O)O)C 1-[9H-fluoren-9-ylmethoxycarbonyl(methyl)amino]cyclobutane-carboxylic acid